O1C=COC=C1C(=O)O dioxine-6-carboxylic acid